5-bromo-2-ethyl-7-fluoro-isoindolin-1-one BrC=1C=C2CN(C(C2=C(C1)F)=O)CC